(E)-6-Tridecenyl acetate C(C)(=O)OCCCCC\C=C\CCCCCC